OC=1C=C(C=C(C(=O)[O-])C1)OC 5-hydroxy-3-methoxybenzoate